C(C)N(C=1N=CC(=NC1)C1=C(C=C(C=C1)C=1C=NN(C1)C)O)[C@H]1[C@H]([C@@H]2CC[C@H](C1)N2)F 2-(5-{ethyl[(1S,2S,3R,5R)-2-fluoro-8-azabicyclo[3.2.1]octan-3-yl]amino}pyrazin-2-yl)-5-(1-methyl-1H-pyrazol-4-yl)phenol